O(S(=O)(=O)C(F)(F)F)C1=C(C=CC2=C1N=C(S2)NC(=O)OC(C)(C)C)F 2-((Boc) amino)-5-fluorobenzo[d]thiazol-4-yl triflate